2-(2,6-dichloro-3-(difluoromethoxy)phenyl)acetic acid ClC1=C(C(=CC=C1OC(F)F)Cl)CC(=O)O